C(C)OC(=O)C1=NN2C(OC(C2)CCOCC2CC2)=C1.O=C1N(C(C(C1([2H])[2H])([2H])[2H])=O)[C@@H](C(=O)NCC1=C(C(=C(C(=C1[2H])[2H])[2H])[2H])[2H])C (R,S)-2-(2,5-dioxopyrrolidin-1-yl-3,3,4,4-d4)-N-((phenyl-d5)methyl)propanamide ethyl-2-(2-(cyclopropylmethoxy)ethyl)-2,3-dihydropyrazolo[5,1-b]oxazole-6-carboxylate